2-(6-{5-chloro-2-[(oxan-4-yl)amino]pyrimidin-4-yl}-1-oxo-2,3-dihydro-1H-isoindol-2-yl)-N-[2-hydroxy-1-(1-methyl-1H-pyrazol-3-yl)ethyl]acetamide ClC=1C(=NC(=NC1)NC1CCOCC1)C1=CC=C2CN(C(C2=C1)=O)CC(=O)NC(CO)C1=NN(C=C1)C